O(C1=CC=CC=C1)C1=CC=C(C=C1)NC(NC1CN(C1)C=1C(=C(C(=O)OC)C=CC1)N1C=CC=C1)=O Methyl 3-(3-(3-(4-phenoxyphenyl)ureido)azetidin-1-yl)-2-(1H-pyrrol-1-yl)benzoate